6-(3-(azetidin-1-yl)phenyl)-5,7-dimethyl-2-(5-methylpyrimidin-2-yl)-2,6-dihydro-1H-pyrrolo[3,4-d]pyridazin-1-one N1(CCC1)C=1C=C(C=CC1)N1C(=C2C(N(N=CC2=C1C)C1=NC=C(C=N1)C)=O)C